C(C)(C)(C)OC(=O)NC1CC(C1)C(=O)O 3-((tert-butoxycarbonyl)amino)cyclobutanecarboxylic acid